2-(4-methylthiophen-3-yl)[1,2,4]triazolo[1,5-c]quinazolin CC=1C(=CSC1)C1=NN2C=NC=3C=CC=CC3C2=N1